Methyl (((3-((2-(5-fluoroisoindolin-2-yl)-2-oxoethyl)amino)adamantan-1-yl)oxy)carbonyl)-L-tryptophanate FC=1C=C2CN(CC2=CC1)C(CNC12CC3(CC(CC(C1)C3)C2)OC(=O)N[C@@H](CC2=CNC3=CC=CC=C23)C(=O)OC)=O